(3,5-dimethylphenyl)hydrazine CC=1C=C(C=C(C1)C)NN